C(C)(=O)OOC1=CC(=C(C=C1)O)O 3,4-dihydroxyphenoxy (acetate)